O=C1N(N=CC=C1C(=O)NC1=CC=C(C=C1)C(C(F)F)(C(F)F)O)C1=C(C=CC=C1)OCC(F)(F)F 3-oxo-N-[4-(1,1,3,3-tetrafluoro-2-hydroxypropan-2-yl)phenyl]-2-[2-(2,2,2-trifluoroethoxy)phenyl]-2,3-dihydropyridazine-4-carboxamide